N1[C@@H](CCC1)C(=O)[O-].[Na+] Sodium Prolinate